O1C=NC2=C1C=C(C=C2)NC(=O)C21CC3CC(CC(C2)C3)C1 adamantan-1-carboxylic acid benzoxazol-6-ylamide